2-((2-(3-fluoro-4-(trifluoromethyl)phenyl)-5-methyl-1H-imidazol-1-yl)methyl)phenol FC=1C=C(C=CC1C(F)(F)F)C=1N(C(=CN1)C)CC1=C(C=CC=C1)O